O1C(OCC1)C1=C(C=C(C=C1)C1(CC1)C(=O)O)OCC1=CC=C(C=C1)OC 1-(4-(1,3-dioxolan-2-yl)-3-((4-methoxybenzyl)oxy)phenyl)cyclopropane-1-carboxylic acid